isobutyl-(2,6-dimethoxy-3-fluorophenyl)(methyl)phosphine oxide C(C(C)C)P(C)(C1=C(C(=CC=C1OC)F)OC)=O